2-[2-(2-chloroethoxy)ethoxy]-1,1-difluoroethane ClCCOCCOCC(F)F